[N+](=O)([O-])C1=CC=C(OC(=O)OC2CC(C2)C(=O)OC)C=C1 methyl (1s,3s)-3-(((4-nitrophenoxy)carbonyl)oxy)cyclobutane-1-carboxylate